ClC1=C(C(=O)NC2CC(C2)NC(=O)[C@H]2[C@H](CNCC2)O)C=CC(=C1)NC(=O)C=1N(C(=CN1)C1=C(C(=C(C=C1)OC)F)F)C (3R,4R)-N-[3-[[2-Chloro-4-[[5-(2,3-difluoro-4-methoxyphenyl)-1-methylimidazol-2-carbonyl]amino]benzoyl]amino]cyclobutyl]-3-hydroxypiperidin-4-carboxamid